N-methyl-5-(((2s,3s)-2-methylazetidin-3-yl)oxy)pyridineamide HCl salt Cl.CNC(=O)C1=NC=C(C=C1)O[C@@H]1[C@@H](NC1)C